O-(2-aminoethyl-carbamoyl)guanosine-5'-triphosphate P(O)(=O)(OP(=O)(O)OP(=O)(O)O)OC[C@@H]1[C@H]([C@H]([C@@H](O1)N1C=NC=2C(=O)NC(N)=NC12)OC(NCCN)=O)O